BrC=1C=CC=2N(C1)C(=CN2)C2=NC(=NC=C2)C2(CC=C(N=C2)N(C)C)N 5-(4-(6-bromoimidazo[1,2-a]pyridin-3-yl)pyrimidin-2-yl)-N2,N2-dimethylpyridine-2,5-diamine